[Al+3].CC1=NC2=C(C=CC=C2C=C1)C=1C(=C(C=CC1C1=CC=CC=C1)O)C=1C=CC=C2C=CC(=NC12)C bis(2-methyl-8-quinolinyl)4-phenylphenol aluminum (III)